NC1=NC2=CC(=CC=C2C=N1)C1=NC=CC(=C1)NC(C=C)=O N-[2-(2-aminoquinazolin-7-yl)pyridin-4-yl]prop-2-enamide